BrC1=C2CCNC(C2=CC=C1)=O 5-bromo-3,4-dihydro-2H-isoquinolin-1-one